N1=NC=CC2=CC(=CC=C12)C1=CNC=2N=C(N=CC21)NC2CC(C2)(C)NC(C)=O N-((1r,3r)-3-((5-(cinnolin-6-yl)-7H-pyrrolo[2,3-d]pyrimidin-2-yl)amino)-1-methylcyclobutyl)acetamide